C(CCCC)(=O)OCN1C(CCC2=CC=C(C=C12)CCN1CCN(CC1)C1=CC(=CC=2SC=CC21)F)=O (7-(2-(4-(6-fluorobenzo[b]thiophen-4-yl)piperazin-1-yl)ethyl)-2-oxo-3,4-dihydroquinolin-1(2H)-yl)methyl pentanoate